arsinan [AsH]1CCCCC1